6-bromo-3,3-dimethyl-1,4-dihydroquinolin BrC=1C=C2CC(CNC2=CC1)(C)C